C(C)N(C1=NC=2N(C(=C1)N(CCO)CCCCCC)N=CN2)CC 2-((5-(diethylamino)-[1,2,4]triazolo[1,5-a]pyrimidin-7-yl)(hexyl)amino)ethan-1-ol